(2-methyl-1,3-dioxolan-2-yl)benzyl alcohol CC1(OCCO1)C(C1=CC=CC=C1)O